tert-butyl 3-(4-(1-(3-chloro-5-(methylcarbamoyl)benzyl)-1H-pyrazol-3-yl)-6-(4-fluorophenyl)pyridin-3-yl)pyrrolidine-1-carboxylate ClC=1C=C(CN2N=C(C=C2)C2=C(C=NC(=C2)C2=CC=C(C=C2)F)C2CN(CC2)C(=O)OC(C)(C)C)C=C(C1)C(NC)=O